succinic anhydride ammonium salt [NH4+].C1(CCC(=O)O1)=O